7'-(3-amino-5-fluoro-6-(4-(4-isopropylpiperazin-1-yl)phenyl)pyrazin-2-yl)-2',3'-dihydro-4'H-spiro[cyclopropane-1,1'-isoquinolin]-4'-one NC=1C(=NC(=C(N1)F)C1=CC=C(C=C1)N1CCN(CC1)C(C)C)C1=CC=C2C(CNC3(C2=C1)CC3)=O